CN1C[C@H]([C@@H](CCC1)NC(=O)C1=CC(=CC=2N(C=NC21)CC(F)(F)F)C#CCNC=2C(OC)=CC=C(C2)S(=O)(=O)C)C N-[(3R,4R)-1-methyl-3-methyl-4-azepanyl]-6-[3-(4-mesyl-2-anisidino)-1-propynyl]-1-(2,2,2-trifluoroethyl)-1H-1,3-benzimidazole-4-carboxamide